7-(3,5-dimethylisoxazol-4-yl)-2-((2-methylpyridin-4-yl)methyl)imidazo[1,2-c]quinazolin-5-amine CC1=NOC(=C1C1=CC=CC=2C=3N(C(=NC12)N)C=C(N3)CC3=CC(=NC=C3)C)C